C[C@@H]1C[C@@H]([C@@H](N1C(=O)OC)COC1CC2CC2(CC1)C=1SC=CN1)NS(=O)(=O)C methyl (2R,3S,5R)-5-methyl-3-(methylsulfonamido)-2-(((6-(thiazol-2-yl)bicyclo[4.1.0]heptan-3-yl) oxy)methyl)pyrrolidine-1-carboxylate